4-(((6-chloronaphthalen-2-yl)oxy)methyl)-1H-1,2,3-triazole-5-carboxylic acid ClC=1C=C2C=CC(=CC2=CC1)OCC=1N=NNC1C(=O)O